FC1=C(C(=CC=C1)F)C(=O)N[C@H](C(=O)OC)CC1=CC=C(C=C1)B1OC(C(O1)(C)C)(C)C methyl (2S)-2-[(2,6-difluorophenyl)formamido]-3-[4-(4,4,5,5-tetramethyl-1,3,2-dioxaborolan-2-yl)phenyl]propanoate